FC1=C(C=C(C=C1)C1(CC1)N(C(OC)=O)C[C@H]1NCCC1)OC(F)(F)F methyl (S)-(1-(4-fluoro-3-(trifluoromethoxy)phenyl)cyclopropyl)(pyrrolidin-2-ylmethyl)carbamate